4-[1-[[(S)-[(3S)-1-[(4-methoxyphenyl)methyl]-3,4-dihydro-2H-pyrido[2,3-b]pyrazin-3-yl]-phenyl-methoxy]methyl]vinyl]benzonitrile COC1=CC=C(C=C1)CN1C2=C(N[C@@H](C1)[C@@H](OCC(=C)C1=CC=C(C#N)C=C1)C1=CC=CC=C1)N=CC=C2